3,6-bisimidazolyl-pyridazine N1C(=NC=C1)C=1N=NC(=CC1)C=1NC=CN1